methylenebis(erucamide) C(CCCCCCCC\C=C/CCCCCCCCCCCC(=O)N)CCCCCCCC\C=C/CCCCCCCCCCCC(=O)N